2-(5-acrylamido-2-(dimethylcarbamoyl)phenyl)acetic acid C(C=C)(=O)NC=1C=CC(=C(C1)CC(=O)O)C(N(C)C)=O